C(C1=CC=CC=C1)C(COC)(COC)CC1=CC=CC=C1 2,2-dibenzyl-1,3-dimethoxypropane